8-methyl-7-(3-(5-methylpyridin-2-yl)-7,8-dihydro-1,6-naphthyridin-6(5H)-yl)-4H-pyrimido[1,2-b]pyridazin-4-one CC1=CC=2N(N=C1N1CC=3C=C(C=NC3CC1)C1=NC=C(C=C1)C)C(C=CN2)=O